N-(4-amino-3,4-dioxo-1-phenylbutan-2-yl)-3-(3-((7,9-dioxo-6,10-dioxaspiro[4.5]decan-8-ylidene)-λ3-iodanyl)phenyl)-1-methyl-1H-pyrazole-4-carboxamide NC(C(C(CC1=CC=CC=C1)NC(=O)C=1C(=NN(C1)C)C1=CC(=CC=C1)I=C1C(OC2(CCCC2)OC1=O)=O)=O)=O